C(C)(C)(C)OC(=O)N1C2=C(CCCC1)SC(=C2)Br 2-bromo-5,6,7,8-tetrahydro-4H-thieno[3,2-b]azepine-4-carboxylic acid tert-butyl ester